C(#N)C=1C=NN2C1C(=CC(=C2)C=2C=NN(C2C)C2CCC(CC2)N(C(CN(C)C)=O)C)SC2=NC=CC=C2F N-(4-(4-(3-cyano-4-((3-fluoropyridin-2-yl)thio)pyrazolo[1,5-a]pyridin-6-yl)-5-methyl-1H-pyrazol-1-yl)cyclohexyl)-2-(dimethylamino)-N-methylacetamide